CNC(O[C@@H]1CC[C@H](CC1)C(N(C1=CC(=CC=C1)C=1C=NN(C1)C1CC1)C[C@@H]1CC[C@H](CC1)C1=NC(=C(C=C1)OC)C#N)=O)=O trans-4-(((trans-4-(6-Cyano-5-methoxypyridin-2-yl)cyclohexyl)methyl) (3-(1-cyclopropyl-1H-pyrazol-4-yl) phenyl)carbamoyl)cyclohexyl methylcarbamate